8-(4-isobutyrylpiperazin-1-yl)-6-(N-(3-methyloxetane-3-yl)-N-((2-(trimethylsilyl)ethoxy)methyl)sulfamoyl)imidazo[1,5-a]pyridine-3-carboxylic acid C(C(C)C)(=O)N1CCN(CC1)C=1C=2N(C=C(C1)S(N(COCC[Si](C)(C)C)C1(COC1)C)(=O)=O)C(=NC2)C(=O)O